N[C@@H](C1=CC=CC=C1)C1=C(C=CC2=CC=CC=C12)O (S)-1-(α-aminobenzyl)-2-naphthol